2-(3,4-difluoro-2-methoxyphenyl)acetyl chloride FC=1C(=C(C=CC1F)CC(=O)Cl)OC